(E)-6-(2-ethoxyvinyl)cinnoline C(C)O/C=C/C=1C=C2C=CN=NC2=CC1